N-[(cis)-3-methoxy-1-[3-(trifluoromethyl)anilino]-2,3-dihydro-1H-inden-5-yl]acrylamide CO[C@H]1C[C@H](C2=CC=C(C=C12)NC(C=C)=O)NC1=CC(=CC=C1)C(F)(F)F